6'-(2-acryloylphenyl)-2'-(3,4-dichlorobenzyl)-1'-oxo-1',4'-dihydro-2'H-spiro[cyclopentane-1,3'-isoquinoline]-4'-carboxylic acid C(C=C)(=O)C1=C(C=CC=C1)C=1C=C2C(C3(N(C(C2=CC1)=O)CC1=CC(=C(C=C1)Cl)Cl)CCCC3)C(=O)O